4-[(3aR,9bR)-7-[(4-chlorophenyl)methyl]-9b-(4-fluorobenzenesulfonyl)-1H,2H,3H,3aH,4H,5H,9bH-benzo[e]indole-3-carbonyl]-1λ6-thiane-1,1-dione ClC1=CC=C(C=C1)CC1=CC2=C([C@@]3(CCN([C@@H]3CC2)C(=O)C2CCS(CC2)(=O)=O)S(=O)(=O)C2=CC=C(C=C2)F)C=C1